(R)-tert-butyl (1-oxo-1-(5-azaspiro[2.5]octan-5-yl)propan-2-yl)carbamate O=C([C@@H](C)NC(OC(C)(C)C)=O)N1CC2(CC2)CCC1